(R)-((3-((1-methylpyrrolidin-2-yl)methyl)-4-(phosphonooxy)-1H-indol-1-yl)methyl)-phosphonic acid CN1[C@H](CCC1)CC1=CN(C2=CC=CC(=C12)OP(=O)(O)O)CP(O)(O)=O